5,5-Dimethyl-4,5-dihydro-isoxazole CC1(CC=NO1)C